FC=1C=C(C=CC1C1=CC(=CC=C1)O)CN1CCN(CC1)C1=CC=C(N=N1)C(=O)NCCC 6-[4-[[3-Fluoro-4-(3-hydroxyphenyl)phenyl]methyl]piperazin-1-yl]-N-propylpyridazine-3-carboxamide